2-(3,4-dimethoxyphenyl)-N-(1-ethyl-2-oxo-1,2-dihydrobenzo[cd]indol-6-yl)acetamide COC=1C=C(C=CC1OC)CC(=O)NC=1C=2C3=C(C(N(C3=CC1)CC)=O)C=CC2